Methyl (2-(2-(4-((tert-butoxy carbonyl)amino)phenyl)thiazole-4-carboxamido)acryloyl)glycinate C(C)(C)(C)OC(=O)NC1=CC=C(C=C1)C=1SC=C(N1)C(=O)NC(C(=O)NCC(=O)OC)=C